CCCCC/C=C\C/C=C\C/C=C\CCCCCCC(=O)O[C@H](COC(=O)CCC/C=C\C/C=C\C/C=C\C/C=C\C/C=C\CC)COP(=O)([O-])OCC[N+](C)(C)C 1-(5Z,8Z,11Z,14Z,17Z-eicosapentaenoyl)-2-(8Z,11Z,14Z-eicosatrienoyl)-glycero-3-phosphocholine